C(#N)C=1C(=NC=CC1C)OC1CCC(CC1)CCN1N=C(C2=C1CCC2)C(=O)N2CCC(CC2)NC(C)=O N-(1-(1-(2-((1s,4s)-4-((3-cyano-4-methylpyridin-2-yl)oxy)cyclohexyl)ethyl)-1,4,5,6-tetrahydrocyclopenta[c]pyrazole-3-carbonyl)piperidin-4-yl)acetamide